N1CCC(CC1)OC1=CC=C(C#N)C=C1 4-(piperidin-4-yloxy)benzonitrile